1-{5-[4-(Difluoromethoxy)benzenesulfonyl]-1H,2H,3H,4H,5H,6H-pyrrolo[3,4-c]pyrrol-2-yl}-2-phenylethan-1-one FC(OC1=CC=C(C=C1)S(=O)(=O)N1CC2=C(C1)CN(C2)C(CC2=CC=CC=C2)=O)F